(1-Hydroxycyclohexyl)-Phenylketon OC1(CCCCC1)C(=O)C1=CC=CC=C1